FC1(CN(C[C@H]1O)C1=CC=CC(=N1)C1=NC2=CC(=NC=C2C=C1)CNC(C1=CC(=C(C=C1)C)S(=O)(=O)C)=O)F (R)-N-((2-(6-(3,3-difluoro-4-hydroxypyrrolidin-1-yl)pyridin-2-yl)-1,6-naphthyridin-7-yl)methyl)-4-methyl-3-(methylsulfonyl)benzamide